C1(CCCCC1)CN1CCN(CC1)C(=O)NC1=CC(=CC(=C1)OC1=CC=C(C=C1)C(NC)=O)OC1=CC=C(C=C1)F 4-(Cyclohexylmethyl)-N-(3-(4-fluorophenoxy)-5-(4-(methylcarbamoyl)phenoxy)phenyl)piperazine-1-carboxamide